2-(6-(difluoromethoxy)-[1,1'-biphenyl]-3-yl)-6-methylpyrimidine-4-carboxylic acid FC(OC1=CC=C(C=C1C1=CC=CC=C1)C1=NC(=CC(=N1)C(=O)O)C)F